ClC=1C=C(C=CC1Cl)C1(CCC1)CNC1=C(N=NC=C1)C(=O)NC (((1-(3,4-dichlorophenyl)cyclobutyl)methyl)amino)-N-methylpyridazine-3-carboxamide